N1CC(C1)C=1C2(C3=CC=CC=C3C1)CCC(CC2)(C(=O)OC)NC2=CC(=CC=C2)Cl methyl (1r,4r)-2'-(azetidin-3-yl)-4-(3-chloroanilino)spiro[cyclohexane-1,1'-indene]-4-carboxylate